3-(2-(mesitylsulfonyl)-hydrazineylidene)cyclobutane-1-carboxylate C1(=C(C(=CC(=C1)C)C)S(=O)(=O)NN=C1CC(C1)C(=O)[O-])C